3-(4-((2-(Tert-butyl)-1H-imidazol-1-yl)methyl)-3-fluorophenyl)-5-isobutyl-N-(pyrimidin-2-yl)thiophene-2-sulfonamide C(C)(C)(C)C=1N(C=CN1)CC1=C(C=C(C=C1)C1=C(SC(=C1)CC(C)C)S(=O)(=O)NC1=NC=CC=N1)F